OCC=1C=C(C=CC1N1C[C@H](CC1)OC1=NC=C(C=C1)C(F)(F)F)C1=CC=CC=C1 (S)-3'-(hydroxymethyl)-4'-(3-(5-(trifluoromethyl)pyridin-2-yloxy)pyrrolidin-1-yl)biphenyl